(17R)-30-fluoro-24-(methylsulfinyl)-9-methyl-15-oxa-5,6,21,23,25,29-hexaazahexacyclo[24.3.1.1~17,21~.0~2,10~.0~3,7~.0~22,27~]hentriaconta-1(30),2,4,7,9,22,24,26,28-nonaene FC1=C2C3=C4C=NNC4=CC(=C3CCCCOC[C@@H]3CCCN(C4=NC(=NC1=C4C=N2)S(=O)C)C3)C